6-amino-2,4-hexadiyne NCC#CC#CC